FC1=C(COC2(C3C2CC=2C=CC=CC32)C(=O)OCC)C=C(C=C1)C=1C=NC(=CC1C(F)(F)F)OCCCS(=O)(=O)C 2-Fluoro-5-[6-(3-methanesulfonyl-propoxy)-4-trifluoromethyl-pyridin-3-yl]-benzyloxyl-1,1a,6,6a-tetrahydro-cyclopropa[a]indene-1-carboxylic acid, ethyl ester